ClC1=NC=C(C(=N1)C=1C=C2C(N(C(C2=CC1)C)CC(=O)OC(C)(C)C)=O)Cl tert-butyl 2-[5-(2,5-dichloropyrimidin-4-yl)-1-methyl-3-oxo-2,3-dihydro-1H-isoindol-2-yl]acetate